perfluoro-methyl isovalerate C(CC(C)C)(=O)OC(F)(F)F